O=C1NC2=C(SC=3N=CC=C(N1C1=NC=C(C=C1)OC1=CC=CC=C1)C32)C(=O)N 4-oxo-5-(5-phenoxypyridin-2-yl)-4,5-dihydro-3H-1-thia-3,5,8-triazaacenaphthylene-2-carboxamide